[OH-].OCC[N+](C)(CCO)CCO tri(2-hydroxyethyl)-methyl-ammonium hydroxide